1-((5-amino-3,4-dihydroisoquinolin-2(1H)-yl)methyl)-3,4-dimethoxy-9H-xanthen-9-one NC1=C2CCN(CC2=CC=C1)CC1=CC(=C(C=2OC3=CC=CC=C3C(C12)=O)OC)OC